(9H-fluoren-9-yl)methyl (2-(((S)-1-((2S,4R)-2-((bis(4-methoxyphenyl)(phenyl)methoxy)methyl)-4-hydroxypyrrolidin-1-yl)-4-methyl-1-oxopentan-2-yl)amino)-2-oxoethyl)carbamate COC1=CC=C(C=C1)C(OC[C@H]1N(C[C@@H](C1)O)C([C@H](CC(C)C)NC(CNC(OCC1C2=CC=CC=C2C=2C=CC=CC12)=O)=O)=O)(C1=CC=CC=C1)C1=CC=C(C=C1)OC